nicotinoyl-valinamide C(C1=CN=CC=C1)(=O)N[C@@H](C(C)C)C(=O)N